C(C)(C)(C)OOC1(CC(CC(C1)C)(C)C)OOC(C)(C)C 1,1-bis(tert-butylperoxy)3,3,5-trimethylcyclohexane